ClC=1C(=NC(=NC1)NC1=C(C=C(C(=O)NCC2=CC=C(C=C2)S(N)(=O)=O)C=C1)OC)C=1C=NN(C1)C(C)C 4-((5-chloro-4-(1-isopropyl-1H-pyrazol-4-yl)pyrimidin-2-yl)amino)-3-methoxy-N-(4-sulfamoylbenzyl)benzamide